C(C)(C)(C)OC(=O)N1CCC(CC1)SC1=CC=C(C=C1)Br.O1CCOCC1 1,4-dioxane tert-butyl-4-((4-bromophenyl)thio)piperidine-1-carboxylate